F[C@@H]1C[C@](N(C1)C(=O)OC(C)(C)C)(C(=O)OC)COC 1-(tert-butyl) 2-methyl (2R,4R)-4-fluoro-2-(methoxymethyl)pyrrolidine-1,2-dicarboxylate